C(C)(C)N1CCN(CC1)C1=CC=C(C=C1)C1=CC2=C(C(=N1)N1CCOCC1)C=C(N2C)C2=CC=C(C=C2)S(=O)(=O)C 4-[6-[4-(4-isopropylpiperazin-1-yl)phenyl]-1-methyl-2-(4-methylsulfonylphenyl)pyrrolo[3,2-c]pyridin-4-yl]morpholine